C1(CCCCC1)COC1=NC=CC(=C1)C1(CCOCC1)C#N 4-[2-(cyclohexylmethoxy)-4-pyridyl]tetrahydropyran-4-carbonitrile